methyl (R)-2-(naphthalen-2-ylethynyl)-4-oxochromane-2-carboxylate C1=C(C=CC2=CC=CC=C12)C#C[C@@]1(OC2=CC=CC=C2C(C1)=O)C(=O)OC